(4-(7-bromobenzo[d]imidazo[2,1-b]thiazol-2-yl)-3-(trifluoromethyl)benzyl)carbamic acid tert-butyl ester C(C)(C)(C)OC(NCC1=CC(=C(C=C1)C=1N=C2SC3=C(N2C1)C=CC(=C3)Br)C(F)(F)F)=O